FC1=CC(=C(C=C1F)CC=O)OC 2-(4,5-difluoro-2-methoxyphenyl)acetaldehyde